C(C)(C)(C)OC(=O)N1CCC2(CC1)CC1=C(N=CS1)C2 4,6-dihydrospiro[cyclopenta[d][1,3]thiazole-5,4'-piperidine]-1'-carboxylic acid tert-butyl ester